(E)-3-[3-[(3-Chloro-4-fluorophenoxy)methyl]-4-methoxyphenyl]-1-(4-hydroxyphenyl)prop-2-en-1-one ClC=1C=C(OCC=2C=C(C=CC2OC)/C=C/C(=O)C2=CC=C(C=C2)O)C=CC1F